C([C@@H]1[C@H]([C@@H]([C@H]([C@H](O1)O[C@@H]2[C@@H]([C@H]([C@@H]([C@H](O2)CO)O)O)O)O)O)O)O.O.O α,α-Trehalose Dihydrate